C1(=C(C(=CC(=C1)C)C)S(=O)(=O)N[C@@H](CC1=CNC2=CC=CC=C12)C(=O)O)C mesitylene-2-sulfonyl-tryptophan